5-hydroxycytidine OC=1C(=NC(N([C@H]2[C@H](O)[C@H](O)[C@@H](CO)O2)C1)=O)N